FC1(CN(CC[C@@H]1OC)C=1N=C2N(C(C1C)=O)C=C(C=C2[C@@H](C)NC2=C(C(=O)O)C=CC=C2)C)F 2-(((R)-1-(2-((S)-3,3-difluoro-4-methoxypiperidin-1-yl)-3,7-dimethyl-4-oxo-4H-pyrido[1,2-a]pyrimidin-9-yl)ethyl)amino)benzoic acid